ClC1=NN(C=C1)C1=[N+](C=C(C=C1)F)[O-] (3-chloropyrazol-1-yl)-5-fluoro-1-oxido-pyridin-1-ium